methyl (S)-5-oxopyrrolidine-2-carboxylate O=C1CC[C@H](N1)C(=O)OC